N-(5-(5-chloro-6-fluoro-7-((3-hydroxycyclobutyl)(methyl)amino)-1H-indazol-4-yl)pyrazolo[1,5-a]pyridin-2-yl)-2-fluorocyclopropane-1-carboxamide ClC=1C(=C2C=NNC2=C(C1F)N(C)C1CC(C1)O)C1=CC=2N(C=C1)N=C(C2)NC(=O)C2C(C2)F